1-isobutoxy-4-(isocyanatomethyl)benzene ethyl-5-(4-iodophenyl)-1,3,4-oxadiazol-2-carboxylate C(C)OC(=O)C=1OC(=NN1)C1=CC=C(C=C1)I.C(C(C)C)OC1=CC=C(C=C1)CN=C=O